C(C)(C)(C)OC(=O)N1CC2(C1)CC(C2)NC2=NC=C(C(=N2)C2=CNC1=C(C=CC=C21)Br)C(F)(F)F 6-((4-(7-bromo-1H-indol-3-yl)-5-(trifluoromethyl)pyrimidin-2-yl)amino)-2-azaspiro[3.3]heptane-2-carboxylic acid tert-butyl ester